NCCN 1,2-diamino-ethane